ClC1=CC(=C(COC2=CC=CC(=N2)C2=CC(=C(CC3=NC4=C(N3CC3OCCC3)C=CC=C4)C=C2)C)C=C1)F 2-(4-(6-(4-Chloro-2-fluorobenzyloxy)pyridin-2-yl)-2-methylbenzyl)-1-((tetrahydrofuran-2-yl)methyl)-1H-benzo[d]imidazol